ClCC(=O)NC1=NC(=C(C=C1)OC)OC 2-chloro-N-(5,6-dimethoxypyridin-2-yl)acetamide